{2-[({2-methoxy-5-[3-(methylcarbamoyl)-1H-indazol-6-yl]pyridin-3-yl}formamido)methyl]phenyl} carbamate C(N)(OC1=C(C=CC=C1)CNC(=O)C=1C(=NC=C(C1)C1=CC=C2C(=NNC2=C1)C(NC)=O)OC)=O